COC1=C(CN2C(=NC=C2)C2=CC=C(C#N)C=C2)C=CC=C1 4-(1-(2-methoxybenzyl)-1H-imidazol-2-yl)benzonitrile